[Si](C1=CC=CC=C1)(C1=CC=CC=C1)(C(C)(C)C)OC(C)[C@H]1N2CC(C[C@@]2(CC1)CO)=C ((5S,7aS)-5-(1-((tert-butyldiphenylsilyl)oxy)ethyl)-2-methylenetetrahydro-1H-pyrrolizin-7a(5H)-yl)methanol